diphenyl-(dimethylbiphenylyl)(dimethylfluorenyl)(diphenylfluorenyl)amine C1(=CC=CC=C1)C1=C2C=3C(=C(C(=C(C3CC2=CC=C1)N(C1=C(C(=CC=2C3=CC=CC=C3CC12)C)C)C1=C(C=CC(=C1C)C)C1=CC=CC=C1)C1=CC=CC=C1)C1=CC=CC=C1)C1=CC=CC=C1